BrC=1C=C2C(=C(N(C2=CC1)CC)C=1C(=NC=CC1)[C@H](C)OC)CC(CO)(C)C 3-(5-bromo-1-ethyl-2-{2-[(1S)-1-methoxyethyl]pyridin-3-yl}indol-3-yl)-2,2-dimethylpropan-1-ol